4-(3-Methyl-7-(1-methyl-1H-pyrazol-4-yl)-1-(2-(methylsulfonyl)-2-azaspiro[3.5]nonan-7-yl)-2-oxo-1,2,3,6-tetrahydroimidazo[4,5-d]pyrrolo[2,3-b]pyridin-8-yl)benzonitril CN1C(N(C2=C3C(=NC=C21)NC(=C3C3=CC=C(C#N)C=C3)C=3C=NN(C3)C)C3CCC2(CN(C2)S(=O)(=O)C)CC3)=O